isopropyl-(3-cyano-n-propyl)dichlorosilane methyl-3-(4-chlorophenyl)-N-((4-fluorophenyl)sulfonyl)-4-phenyl-4,5-dihydro-1H-pyrazole-1-carbimidothioate CSC(=NS(=O)(=O)C1=CC=C(C=C1)F)N1N=C(C(C1)C1=CC=CC=C1)C1=CC=C(C=C1)Cl.C(C)(C)[Si](Cl)(Cl)CCCC#N